Tri-tert-butyl 3,3',3''-(((1R,2S,3R)-5-((6-(benzyloxy)hexyl)(methyl)carbamoyl)cyclohex-4-ene-1,2,3-triyl)tris(oxy))tripropionate C(C1=CC=CC=C1)OCCCCCCN(C(=O)C1=C[C@H]([C@H]([C@@H](C1)OCCC(=O)OC(C)(C)C)OCCC(=O)OC(C)(C)C)OCCC(=O)OC(C)(C)C)C